S(=O)(=O)=NC(O)=O.S1C=CC=C1 Thiophene sulfonyl-carbamate